FC(C1=NN(C=C1)C1=NC(=C(C=C1F)CC)OC1=CC(=CC=C1)C(F)(F)F)F 2-[3-(difluoromethyl)-1H-pyrazol-1-yl]-5-Ethyl-3-fluoro-6-[3-(trifluoromethyl)phenoxy]pyridine